3-[(2R)-1,1-difluoro-3-(4-methyl-1,2,4-triazol-3-yl)propan-2-yl]aniline FC([C@H](CC1=NN=CN1C)C=1C=C(N)C=CC1)F